C(=O)(OC(C)(C)C)N1CCC=CC1 N-Boc-3,6-dihydropyridin